C(C)(C)C1=CC(=CNC1=O)CC1=C(C=C(C=C1C)N1N=C(C(NC1=O)=O)NC(OC(C)(C)C)=O)C t-butyl (2-(4-((5-isopropyl-6-oxo-1,6-dihydropyridin-3-yl)methyl)-3,5-dimethylphenyl)-3,5-dioxo-2,3,4,5-tetrahydro-1,2,4-triazin-6-yl)carbamate